[N+](=O)([O-])C=1C=C(CN2N=NC(=C2)C(=O)NN)C=CC1 (3-nitrobenzyl)-1H-1,2,3-triazole-4-carbohydrazide